tert-butyl (2R,4S)-2-(((S)-1-((5-chloro-2-(1H-tetrazol-1-yl)benzyl)amino)-1-oxopropan-2-yl)carbamoyl)-4-(4-(pyridin-3-yl)benzyl)pyrrolidine-1-carboxylate ClC=1C=CC(=C(CNC([C@H](C)NC(=O)[C@@H]2N(C[C@H](C2)CC2=CC=C(C=C2)C=2C=NC=CC2)C(=O)OC(C)(C)C)=O)C1)N1N=NN=C1